1-(tetrahydro-2-furanyl)-5-fluoro-cytosine O1C(CCC1)N1C(=O)N=C(N)C(=C1)F